O1C=C(C=C1)C1=NC=CC(=N1)C1=NC(=C2N=C(N(C2=N1)C)C1=CC=NC=C1)N1CCOCC1 4-(2-(2-(furan-3-yl)pyrimidin-4-yl)-9-methyl-8-(pyridin-4-yl)-9H-purin-6-yl)morpholine